5-(2-methylbenzo[d]thiazol-6-yl)-N-(pyridin-4-yl)-7H-pyrrolo[2,3-d]pyrimidin-2-amine CC=1SC2=C(N1)C=CC(=C2)C2=CNC=1N=C(N=CC12)NC1=CC=NC=C1